FC1=C(OCCCC2=C(N=CS2)C(=O)O)C=CC(=C1)C#CCN1CCCC1 5-[3-[2-fluoro-4-(3-pyrrolidin-1-ylprop-1-ynyl)phenoxy]propyl]thiazole-4-carboxylic acid